[2,3-difluoro-4-[1-[(6-methoxy-2-pyridyl)methyl]-3-methyl-pyrazol-4-yl]phenyl]boronic acid FC1=C(C=CC(=C1F)C=1C(=NN(C1)CC1=NC(=CC=C1)OC)C)B(O)O